C(C)C1(C2CC3CC(CC1C3)C2)OC(C=C)=O acrylic acid 2-ethyl-2-adamantyl ester